(5-(7-((3-methylpyrrolidin-1-yl)methyl)imidazo[1,5-a]pyridin-5-yl)-1-oxoisoindolin-2-yl)piperidine-2,6-dione CC1CN(CC1)CC1=CC=2N(C(=C1)C=1C=C3CN(C(C3=CC1)=O)N1C(CCCC1=O)=O)C=NC2